(2Z)-6-[(2,6-dichlorobenzyl)oxy]-2-[(1-ethyl-5-methoxy-1H-indol-3-yl)methylene]-1-benzofuran-3(2H)-one ClC1=C(COC2=CC3=C(C(/C(/O3)=C/C3=CN(C4=CC=C(C=C34)OC)CC)=O)C=C2)C(=CC=C1)Cl